titanium aluminum niobium tantalum [Ta].[Nb].[Al].[Ti]